O=C1NC(CCC1N1C(C2=CC=C(C=C2C1)OCCOCCOCCN1CCC(CC1)N1N=C2C=C(C(=CC2=C1)NC(C1=NC(=CC=C1)C(F)(F)F)=O)OC)=O)=O N-(2-(1-(2-(2-(2-((2-(2,6-dioxopiperidin-3-yl)-1-oxoisoindolin-5-yl)oxy)ethoxy)ethoxy)ethyl)piperidin-4-yl)-6-methoxy-2H-indazol-5-yl)-6-(trifluoromethyl)picolinamide